F[C@@H]1CC=2N(N=C(C2)C=2C=C(C=CC2NC2=NC=C(C=C2)C(F)(F)F)S(=O)(=O)NC)C1 (R)-3-(5-fluoro-5,6-dihydro-4H-pyrrolo[1,2-b]pyrazol-2-yl)-N-methyl-4-((5-(Trifluoromethyl)pyridin-2-yl)amino)benzenesulfonamide